OC1=C(C=C(C=C1)C)N1N=C2C(=N1)C=CC=C2C=CC(=O)OC(C(C)C)S(=O)(=O)O 2-(2'-hydroxy-5'-methylphenyl)benzotriazoleacryloyloxy-2,2-dimethylethanesulfonic acid